ethyl 4-((1-(2-aminopyridin-3-yl)ethyl)(2-hydroxyethyl)amino)-6-chloro-2-(((2R,7aS)-2-fluorotetrahydro-1H-pyrrolizin-7a(5H)-yl)methoxy)pyrimidine-5-carboxylate NC1=NC=CC=C1C(C)N(C1=NC(=NC(=C1C(=O)OCC)Cl)OC[C@]12CCCN2C[C@@H](C1)F)CCO